C(N)(=O)[C@H]1N2C(N([C@H](CC1)C2)OS(=O)(=O)OC=2C(=C(C(=O)[O-])C=CC2)CCC(C)(C)C)=O (((((1R,2S,5R)-2-carbamoyl-7-oxo-1,6-diazabicyclo[3.2.1]oct-6-yl) oxy) sulfonyl) oxy)-3,3-dimethylbutylbenzoate